N-(benzofuran-7-yl)-4-(methylsulfonyl)-2-(6-azaspiro[2.5]octan-6-yl)benzamide O1C=CC2=C1C(=CC=C2)NC(C2=C(C=C(C=C2)S(=O)(=O)C)N2CCC1(CC1)CC2)=O